COC(=O)C=1C(=CC(=C(OC2CCN(CC2)C(=O)OC(C)(C)C)C1)OCSC)[N+](=O)[O-] tert-Butyl 4-{5-(methoxycarbonyl)-2-[(methylsulfanyl)methoxy]-4-nitrophenoxy}piperidine-1-carboxylate